FC1=C(C=CC=C1)C=1C2C3C=CC(C2C1CCC)C3 3-(2-fluorophenyl)-4-n-propyltricyclo[4.2.1.02,5]non-3,7-diene